6-(5-((7-Fluoroquinazolin-4-yl)amino)pentyl)-4,6-diazaspiro[2.4]heptane-5,7-dione FC1=CC=C2C(=NC=NC2=C1)NCCCCCN1C(NC2(CC2)C1=O)=O